N-[3-chloro-4-[4-[2-[(3S)-pyrrolidin-3-yl]acetyl]piperazine-1-carbonyl]phenyl]-5-[2,3-difluoro-4-(fluoromethoxy)phenyl]-1-methyl-imidazole-2-carboxamide ClC=1C=C(C=CC1C(=O)N1CCN(CC1)C(C[C@H]1CNCC1)=O)NC(=O)C=1N(C(=CN1)C1=C(C(=C(C=C1)OCF)F)F)C